N-((1R,3R)-3-aminocyclopentyl)-4-(2-chloro-4-(5-(1-(cyclopropylmethyl)-3-(trifluoromethyl)-1H-pyrazol-4-yl)-1-methyl-1H-imidazole-2-carboxamido)benzoyl)piperazine-1-carboxamide N[C@H]1C[C@@H](CC1)NC(=O)N1CCN(CC1)C(C1=C(C=C(C=C1)NC(=O)C=1N(C(=CN1)C=1C(=NN(C1)CC1CC1)C(F)(F)F)C)Cl)=O